bis(2-ethylhexyl)-4-cyclohexene-1,2-dicarboxylate C(C)C(COC(=O)C1C(CC=CC1)C(=O)OCC(CCCC)CC)CCCC